Pyrrolesulfonyl-potassium N1C(=CC=C1)S(=O)(=O)[K]